C(C)(C)(C)OC(=O)N1C(CC[C@@H]1C=O)(C)CC1CCC(CC1)OC (5R)-5-formyl-2-(((1R,4R)-4-methoxycyclohexyl)methyl)-2-methylpyrrolidine-1-carboxylic acid tert-butyl ester